NC1=CC2=C(N(C(=N2)CC[C@@H](C(=O)OCC)NC([C@H](CC(C)C)NC(=O)OC(C)(C)C)=O)C)C=C1 Ethyl (2S)-4-(5-amino-1-methyl-benzimidazol-2-yl)-2-[[(2S)-2-(tert-butoxycarbonylamino)-4-methyl-pentanoyl]amino]butanoate